ClC1=NC(=CC=C1C(C)O)N1C=NC2=C1C=C(C(=C2)OC)OC 1-(2-Chloro-6-(5,6-dimethoxy-1H-benzo[d]imidazol-1-yl)pyridin-3-yl)ethan-1-ol